C/C=C/C1=CC(=O)C2=C(O1)C(=C(C=C2C)OC)[C@H]3[C@@H]([C@H]([C@@H]([C@H](O3)CO)O)O)O The molecule is a member of the class of chromones that is chromone substituted by a methoxy group at position 7, a methyl group at position 5, a propenyl group at position 2 and a beta-D-glucopyranosyl residue at position 8 via a C-glycosidic linkage. It has been isolated from Aloe vera. It has a role as an EC 3.4.23.46 (memapsin 2) inhibitor and a plant metabolite. It is a member of chromones, a C-glycosyl compound and an aromatic ether.